2-[6-[1-[2-[2-[2-(2-benzyloxyethoxy)ethoxy]ethoxy]ethoxymethyl]-2-(6-tetrahydropyran-2-yloxyhexoxy)ethoxy]hexoxy]tetrahydropyran C(C1=CC=CC=C1)OCCOCCOCCOCCOCC(COCCCCCCOC1OCCCC1)OCCCCCCOC1OCCCC1